1-((S)-2-(3-((tert-butoxycarbonyl)amino)propyl)-5-(2,5-difluorophenyl)-2-phenyl-2,3-dihydro-1,3,4-thiadiazole-3-carbonyl)-1-methyl-1H-imidazol-1-ium iodide [I-].C(C)(C)(C)OC(=O)NCCC[C@]1(SC(=NN1C(=O)[N+]1(C=NC=C1)C)C1=C(C=CC(=C1)F)F)C1=CC=CC=C1